C(C)(C)(C)OC(=O)N1CC2=C(CC1)N(C(=N2)C(=O)N2CCC1=C(C=CC=C21)C2=C(C(=CC=C2)C2=NC(=C(C=C2)C=O)OC)Cl)C 2-(4-(2-chloro-3-(5-formyl-6-methoxypyridin-2-yl)phenyl)indoline-1-carbonyl)-1-methyl-1,4,6,7-tetrahydro-5H-imidazo[4,5-c]pyridine-5-carboxylic acid tert-butyl ester